NC1=CC(=C(C=C1)C1CCN(CC1)C(C(=O)OC)CO)F methyl 2-[4-(4-amino-2-fluoro-phenyl)-1-piperidyl]-3-hydroxy-propanoate